tris(isothiocyanato)ruthenium(II) N(=C=S)[Ru-](N=C=S)N=C=S